C(C1=CC=CC=C1)OC1=C2C(=C(N(C2=CC=C1)C1CCC(CC1)(F)F)C1CCOCC1)C1=CC=C(C(=O)OC)C=C1 Methyl 4-[4-benzyloxy-1-(4,4-difluorocyclohexyl)-2-tetrahydropyran-4-yl-indol-3-yl]benzoate